(2R)-2-{6-[5-chloro-2-(phenylamino)pyrimidin-4-yl]-1-oxo-2,3-dihydro-1H-isoindol-2-yl}-N-[(1S)-2-hydroxy-1-(6-methylpyridin-2-yl)ethyl]propanamide ClC=1C(=NC(=NC1)NC1=CC=CC=C1)C1=CC=C2CN(C(C2=C1)=O)[C@@H](C(=O)N[C@H](CO)C1=NC(=CC=C1)C)C